tetraallyl-oxypropane C(C=C)OC(C(OCC=C)(OCC=C)OCC=C)C